tert-butyl (2-(2-(3-((9-(2,6-dioxopiperidin-3-yl)-9H-pyrido[2,3-b]indol-6-yl)methyl)ureido)ethoxy)ethyl)carbamate O=C1NC(CCC1N1C2=C(C3=CC(=CC=C13)CNC(NCCOCCNC(OC(C)(C)C)=O)=O)C=CC=N2)=O